C(C)(C)(C)OC(=O)N1C(CC(CC1)CCC1=CC=CC=C1)C(=O)NCCN1CCN(CC1)C(=O)OC(C)(C)C tert-Butyl 4-(2-(1-(tert-butoxycarbonyl)-4-phenethylpiperidine-2-carboxamido)ethyl)piperazine-1-carboxylate